7-methoxy-9-(4-methylpiperazin-1-yl)pyrido[2,3-b]phenazine-5,12-dione COC1=C2N=C3C(C4=C(C(C3=NC2=CC(=C1)N1CCN(CC1)C)=O)N=CC=C4)=O